3-((4'-bromo-5-chloro-[1,1'-biphenyl]-3-yl)oxy)-1-((4-methyl-5-oxo-4,5-dihydro-1H-1,2,4-triazol-3-yl)methyl)-4-(trifluoromethyl)pyridin-2(1H)-one BrC1=CC=C(C=C1)C1=CC(=CC(=C1)Cl)OC=1C(N(C=CC1C(F)(F)F)CC1=NNC(N1C)=O)=O